(S)-2-((3-(1-(4-(dimethylamino)phenyl)-2-oxo-1,2-dihydro-3H-imidazo[4,5-b]pyridin-3-yl)pyrrolidin-1-yl)methyl)-1-methyl-1H-imidazole-5-carboxylic acid tert-butyl ester C(C)(C)(C)OC(=O)C1=CN=C(N1C)CN1C[C@H](CC1)N1C(N(C=2C1=NC=CC2)C2=CC=C(C=C2)N(C)C)=O